3-((3-((tert-butyldimethylsilyl)oxy)propoxy)methyl)-4-(4-methylpiperazin-1-yl)aniline [Si](C)(C)(C(C)(C)C)OCCCOCC=1C=C(N)C=CC1N1CCN(CC1)C